1-(7-fluoro-1-methyl-6-(2,6-diazaspiro[3.3]heptan-2-yl)-1H-indazol-3-yl)dihydropyrimidine-2,4(1H,3H)-dione FC=1C(=CC=C2C(=NN(C12)C)N1C(NC(CC1)=O)=O)N1CC2(C1)CNC2